2-(6-(4-aminophenyl)imidazo[1,2-b]pyridazin-2-yl)acetic acid NC1=CC=C(C=C1)C=1C=CC=2N(N1)C=C(N2)CC(=O)O